FC=1C=C(C=C(C1)S(=O)(=O)C)CC1CC2(CN(C2)C(=O)N2C[C@H](CC2)C2=NN=CN2)C1 [6-[(3-Fluoro-5-methylsulfonyl-phenyl)methyl]-2-azaspiro[3.3]heptan-2-yl]-[(3S)-3-(4H-1,2,4-triazol-3-yl)pyrrolidin-1-yl]methanone